3-aminobutyl-(diethoxymethylsilane) NC(CC[SiH2]C(OCC)OCC)C